C(C)(C)(C)OCCON1C(C2=C(N(C(C(=C2CC1)I)=O)C)NC1=C(C=C(C=C1)CC)F)=O 2-(2-(tert-butoxy)ethoxy)-8-((4-ethyl-2-fluorophenyl)amino)-5-iodo-7-methyl-3,4-dihydro-2,7-naphthyridine-1,6(2H,7H)-dione